NNNNCCCCCCCCCCCCCCCCCCCCCCCCCCCCCCCCCCCCCCCCCCCCCCCCC tetraazatripentacontan